2-(2-Chloro-5-Isopropyl-8-oxothieno[2',3':4,5]pyrrolo[1,2-d][1,2,4]triazin-7(8H)-yl)-N-cyclopentylacetamid ClC1=CC2=C(C=C3N2C(=NN(C3=O)CC(=O)NC3CCCC3)C(C)C)S1